(2R,3R)-2-(6-chloro-8-(furan-2-yl)-2-(non-1-yn-1-yl)-9H-purin-9-yl)tetrahydrofuran-3-ol ClC1=C2N=C(N(C2=NC(=N1)C#CCCCCCCC)[C@@H]1OCC[C@H]1O)C=1OC=CC1